N1(N=NC2=C1C=CC=C2)OC2N(CCCC2)N2CCCCC2 (benzotriazol-1-yloxy)bipiperidine